3-(1-Acetylpyrrolidin-3-yl)-N-(5-chloro-4-(5,5-dimethyl-5,6-dihydro-4H-pyrrolo[1,2-b]pyrazol-3-yl)pyridin-2-yl)propanamide C(C)(=O)N1CC(CC1)CCC(=O)NC1=NC=C(C(=C1)C1=C2N(N=C1)CC(C2)(C)C)Cl